COC(=O)[C@H]1N(C[C@@H](C1)O)C(CN)=O.O=C1OC(CN1)COC1=NC=CC2=CC(=C(C=C12)OC(C)C)C(=O)N 1-[(2-oxo-1,3-oxazolidin-5-yl)methoxy]-7-(prop-2-yloxy)isoquinoline-6-carboxamide methyl-(2S,4R)-1-glycyl-4-hydroxypyrrolidine-2-carboxylate